1,3,5-tris[3-(trimethoxysilyl)propyl]-1,3,5-triazine CO[Si](CCCN1CN(CN(C1)CCC[Si](OC)(OC)OC)CCC[Si](OC)(OC)OC)(OC)OC